tert-butyl 1-[4-(2,2-dimethoxyethylcarbamoyl)pyrimidin-2-yl]piperidine-4-carboxylate COC(CNC(=O)C1=NC(=NC=C1)N1CCC(CC1)C(=O)OC(C)(C)C)OC